(S)-(4-chloro-2-(2-hydroxypropan-2-yl)oxazol-5-yl)(4-(5-fluorobenzo[d]oxazol-2-yl)-6,7-dihydro-1H-imidazo[4,5-c]pyridin-5(4H)-yl)methanone ClC=1N=C(OC1C(=O)N1[C@@H](C2=C(CC1)NC=N2)C=2OC1=C(N2)C=C(C=C1)F)C(C)(C)O